C1=CC=CC2=C1C=CCCC2 6,7-DIHYDRO-5H-BENZO[7]ANNULEN